OC1=C(OC2=C(C1=O)C(=CC(=C2O)O)O)C2=CC=C(C=C2)O 3,5,7,8-tetrahydroxy-2-(4-hydroxy-phenyl)-4H-1-benzopyran-4-one